COC=1C(=NC(=CC1)C(F)(F)F)C(=O)O 3-methoxy-6-(trifluoromethyl)pyridine-2-carboxylic acid